NC1=NN(C(=C1)C1(CC2CC(CC2C1)C=1N=CN(C1C(=O)NC1=CC(=C(C=C1)F)Cl)C)O)C 4-(5-(3-Amino-1-methyl-17Z-pyrazol-5-yl)-5-hydroxyoctahydropentalen-2-yl)-N-(3-chloro-4-fluorophenyl)-1-methyl-1H-imidazole-5-carboxamide